[C@@H]1([C@H](O)[C@@H](O)[C@H](O)[C@H](O1)CO)OC1=NNC(=C1CC1=CC=C(C=C1)OC)C(F)(F)F 3-(β-D-glucopyranosyloxy)-4-[(4-methoxyphenyl)methyl]-5-trifluoromethyl-1H-pyrazole